nonane-carboxylate C(CCCCCCCC)C(=O)[O-]